2-(((2R)-2-METHYL-3-BUTEN-1-YL)SULFANYL)PYRIMIDINE C[C@@H](CSC1=NC=CC=N1)C=C